C(C)C(C(C(C(=C)C)(C)C)=NO)CC 5-ethyl-2,3,3-trimethylhept-1-en-4-one oxime